C(C)O/C=C/C(C(F)(F)F)=O (E)-4-ethoxy-1,1,1-trifluoro-3-buten-2-one